(4R*)-ethyl 4-(3-fluoro-2-methylphenyl)-6-((2R,3R,4R,5S)-4-(methoxycarbonyl)cuban-1-yl)-2-(thiazol-2-yl)-1,4-dihydropyrimidine-5-carboxylate FC=1C(=C(C=CC1)[C@H]1N=C(NC(=C1C(=O)OCC)C12C3C4C5(C3C1C5C24)C(=O)OC)C=2SC=CN2)C |o1:7|